1-(4-methoxybenzyl)-4-(5-methyloxazol-2-yl)-8-(1-(tetrahydro-2H-pyran-4-yl)-1H-pyrazol-4-yl)-1,3-dihydro-2H-benzo[b]azepin-2-one COC1=CC=C(CN2C3=C(C=C(CC2=O)C=2OC(=CN2)C)C=CC(=C3)C=3C=NN(C3)C3CCOCC3)C=C1